N1C=CC2=CC(=CC=C12)C1=C2C(=CN=C1)N(CC2)C(=O)C2=C(C=CC=C2)F [4-(1H-indol-5-yl)-2,3-dihydro-1H-pyrrolo[2,3-c]pyridin-1-yl](2-Fluorophenyl)methanone